N-(5-((4-fluoropiperidin-1-yl)methyl)pyridin-2-yl)-5-(2-(spiro[2.5]octan-6-yloxy)pyrimidin-4-yl)thiazol-2-amine FC1CCN(CC1)CC=1C=CC(=NC1)NC=1SC(=CN1)C1=NC(=NC=C1)OC1CCC2(CC2)CC1